COC1=C(C=CC(=C1)OC)NC1=CC=NC2=CC(=CC=C12)C1=CC=CC=C1 N-(2,4-dimeth-oxyphenyl)-7-phenylquinolin-4-amine